FC=1C=C(C=CC1F)[C@H]1[C@@H](CN(C1)CCOC)NC(NC1=CC(=NN1C)C1=CC=C(C(=O)N)C=C1)=O 4-(5-(3-((3S,4R)-4-(3,4-difluorophenyl)-1-(2-methoxyethyl)pyrrolidin-3-yl)ureido)-1-methyl-1H-pyrazol-3-yl)benzamide